O=C1N(CC2=CC(=CC=C12)O[C@@H]1[C@H](CCC1)N1CC(C1)OCC(F)(F)F)C1C(NC(CC1)=O)=O 3-(1-oxo-5-(((1S,2S)-2-(3-(2,2,2-trifluoroethoxy)azetidin-1-yl)cyclopentyl)oxy)isoindolin-2-yl)piperidine-2,6-dione